2-(4,7-dichloro-6-(4-morpholinophenyl)-2H-indazol-2-yl)-2-(6,7-dihydro-5H-pyrrolo[1,2-c]imidazol-1-yl)acetic acid ethyl ester C(C)OC(C(C1=C2N(C=N1)CCC2)N2N=C1C(=C(C=C(C1=C2)Cl)C2=CC=C(C=C2)N2CCOCC2)Cl)=O